N[C@@H](C(=O)N[C@@H](CCCC1=CC=CC=C1)B1OC(C(O1)(C)C)(C)C)COC (R)-2-amino-3-methoxy-N-((R)-4-phenyl-1-(4,4,5,5-tetramethyl-1,3,2-dioxaborolan-2-yl)butyl)propanamide